11-Cyclopentyl-2-[[2-ethoxy-4-[[4-(4-methyl-1-piperazinyl)-1-piperidinyl]carbonyl]phenyl]amino]-5,11-dihydro-5-methyl-6H-pyrimido[4,5-b][1,4]benzodiazepin-6-one C1(CCCC1)N1C2=C(N(C(C3=C1C=CC=C3)=O)C)C=NC(=N2)NC2=C(C=C(C=C2)C(=O)N2CCC(CC2)N2CCN(CC2)C)OCC